(2-[1-(2-bromopyridin-4-yl)-2-(pyridin-2-yl)ethylidene]hydrazinyl)-6-methylpyrazine BrC1=NC=CC(=C1)C(CC1=NC=CC=C1)=NNC1=NC(=CN=C1)C